C1(CC1)C1=CC2=C(N=CN=C2N[C@@H]2[C@H](COC3=CC=CC=C23)N2CCCC2)N1 6-CYCLOPROPYL-N-((3R,4S)-3-(PYRROLIDIN-1-YL)CHROMAN-4-YL)-7H-PYRROLO[2,3-D]PYRIMIDIN-4-AMINE